C1(CC1)C=1N=C(C(=NC1CC)C(=O)N)NC1=CC(=CC(=C1)CCNC(CNC)=O)F 5-cyclopropyl-6-ethyl-3-((3-fluoro-5-(2-(2-(methylamino)acetamido)ethyl)phenyl)amino)pyrazine-2-carboxamide